5-((S)-4-bromo-5-chloro-6-fluoro-2-phenyl-2,3-dihydrobenzofuran-2-yl)-1-(tert-butylsulfonyl)-3-methylpyrrolidin BrC1=C(C(=CC2=C1C[C@](O2)(C2=CC=CC=C2)C2CC(CN2S(=O)(=O)C(C)(C)C)C)F)Cl